Cl.NC1=C2C(N(C=NC2=CC=C1)C=1C=NC=CC1)=O 5-amino-3-(pyridin-3-yl)-3,4-dihydroquinazolin-4-one, hydrochloride